[N+](=O)([O-])C1=C(C(=O)O)C=CC(=C1)S(N)(=O)=O 2-Nitro-4-sulfamoylbenzoic acid